cerium-terbium [Tb].[Ce]